3-(5-(2,2-difluoro-7-azaspiro[3.5]nonane-7-carbonyl)-1-oxoisoindolin-2-yl)piperidine-2,6-dione FC1(CC2(C1)CCN(CC2)C(=O)C=2C=C1CN(C(C1=CC2)=O)C2C(NC(CC2)=O)=O)F